BrC1=NN(C(=C1)CNC1=CN=CS1)C1OCCCC1 N-((3-bromo-1-(tetrahydro-2H-pyran-2-yl)-1H-pyrazol-5-yl)methyl)thiazol-5-amine